C[C@](CCOP(=O)(O)OP(=O)(O)O)(CC(=O)O)O mevalonic acid 5-diphosphate